C(C1=CC=CC=C1)OC1=NC(=CC=2C1=NN(C2)C2CCN(CC2)C(=O)OC(C)(C)C)C=2C=C(C=1N(N2)C=C(N1)C)C tert-butyl 4-[7-benzyloxy-5-(2,8-dimethylimidazo[1,2-b]pyridazin-6-yl)pyrazolo[3,4-c]pyridin-2-yl]piperidine-1-carboxylate